nitroso-lead sulfate S(=O)(=O)([O-])[O-].N(=O)[Pb+2]